tert-butyl (4'-(2-(3-(but-3-yn-1-yl)-3H-diazirin-3-yl) ethoxy)-[1,1'-biphenyl]-4-yl)carbamate C(CC#C)C1(N=N1)CCOC1=CC=C(C=C1)C1=CC=C(C=C1)NC(OC(C)(C)C)=O